BrC1=CC(=C(C=C1C1=CC2=C(N=C(N=C2)NC2COC2)N2C1=NCC2)NC(=O)C2=NC=CC(=C2)C(F)(F)F)F N-(4-bromo-2-fluoro-5-(2-(oxetan-3-ylamino)-8,9-dihydroimidazo[1',2':1,6]pyrido[2,3-d]pyrimidin-6-yl)phenyl)-4-(trifluoromethyl)pyridineamide